1-(decan-2-yl) 17-(heptadecan-9-yl) 9-(((tetrahydro-2H-pyran-4-yl)methyl)amino)heptadecanedioate O1CCC(CC1)CNC(CCCCCCCC(=O)OC(C)CCCCCCCC)CCCCCCCC(=O)OC(CCCCCCCC)CCCCCCCC